ClC1=C(N=C(NC1=O)C1=CC=NC=C1)C1OCCCC1 5-chloro-2-(4-pyridinyl)-4-tetrahydropyran-2-yl-1H-pyrimidin-6-one